Cl.C1(CC1)C1=CC(=C2C(=N1)N(CC2)C(=O)NC2=CC1=CN(N=C1C=C2F)C)N2CC(NCC2)(C)C 6-cyclopropyl-4-(3,3-dimethylpiperazin-1-yl)-N-(6-fluoro-2-methyl-2H-indazol-5-yl)-2,3-dihydro-1H-pyrrolo[2,3-b]pyridine-1-carboxamide hydrochloride